tert-butyl 3-((3-chloro-4-(dimethylcarbamoyl)phenyl)(methyl)amino)azetidine-1-carboxylate ClC=1C=C(C=CC1C(N(C)C)=O)N(C1CN(C1)C(=O)OC(C)(C)C)C